4-(methyl-d3)pyridine C(C1=CC=NC=C1)([2H])([2H])[2H]